C(CC)C(C(=O)O)=CC1=CC=CC=C1 propyl-cinnamic acid